S-(3-(((benzyloxy) carbonyl) amino) propyl) thioacetate C(C)(=O)SCCCNC(=O)OCC1=CC=CC=C1